4-((1-(4-(tert-butyl)piperidine-1-carbonyl)cyclobutyl)amino)benzonitrile C(C)(C)(C)C1CCN(CC1)C(=O)C1(CCC1)NC1=CC=C(C#N)C=C1